(5r,8s)-N-(4-fluoro-2-(trifluoromethyl)benzyl)-8-hydroxy-5,6,7,8-tetrahydroquinoline-5-carboxamide FC1=CC(=C(CNC(=O)[C@H]2C=3C=CC=NC3[C@H](CC2)O)C=C1)C(F)(F)F